FC1=C(CNC=2NC(=C(N2)C=2C=C3C(=NN(C3=CC2)C2OCCCC2)C)C2=NC(=CC=C2)C)C=CC=C1 N-(2-fluorobenzyl)-4-(3-methyl-1-(tetrahydro-2H-pyran-2-yl)-1H-indazol-5-yl)-5-(6-methylpyridin-2-yl)-1H-imidazol-2-amine